C(C)OC(=O)N1CC(C(CC1)C(=O)O)=O.NCC1CN(C(O1)=O)C1=CC(=C(C=C1)S(=O)(=O)N1CCN(CC1)C1=NC(=CC(=C1)C(F)(F)F)Cl)F 5-(aminomethyl)-3-[4-[4-[6-chloro-4-(trifluoromethyl)-2-pyridinyl]piperazin-1-yl]sulfonyl-3-fluoro-phenyl]oxazolidin-2-one ethyl-3-oxopiperidine-1,4-dicarboxylate